O-ethyl S-geranyl carbonthioate C(OCC)(SC\C=C(/C)\CCC=C(C)C)=O